FCC(CN(CCC(C(=O)O)NC(C(C)(C)C1=NC=CC=C1OC)=O)CCCCC1=NC=2NCCCC2C=C1)OC 4-[[3-fluoro-2-methoxy-propyl]-[4-(5,6,7,8-tetrahydro-1,8-naphthyridin-2-yl)butyl]amino]-2-[[2-(3-methoxy-2-pyridyl)-2-methyl-propanoyl]amino]butanoic acid